N-((1H-indazol-3-yl)methyl)-4-((2-(1H-pyrazol-4-yl)ethyl)amino)-5,6-dimethylpyrimidine-2-carboxamide N1N=C(C2=CC=CC=C12)CNC(=O)C1=NC(=C(C(=N1)NCCC=1C=NNC1)C)C